(4,6-dimethyl-5-nitropyridin-3-yl)boronic acid CC1=C(C=NC(=C1[N+](=O)[O-])C)B(O)O